4-(4-(dimethylphosphoryl)-2-methoxyphenyl)-N-(5-methoxy-1,3,4-thiadiazol-2-yl)-6-methylnicotinamide CP(=O)(C)C1=CC(=C(C=C1)C1=CC(=NC=C1C(=O)NC=1SC(=NN1)OC)C)OC